6-(3,5-dimethylpyrazol-1-yl)-2-[1-(5,6-dimethylpyrimidin-4-yl)piperidin-4-yl]pyridazin-3-one CC1=NN(C(=C1)C)C=1C=CC(N(N1)C1CCN(CC1)C1=NC=NC(=C1C)C)=O